5-Amino-1-(2,2-difluoro-1-methyl-ethyl)-3-[4-[[(2-methoxybenzoyl)amino]methyl]phenyl]pyrazole-4-carboxamide NC1=C(C(=NN1C(C(F)F)C)C1=CC=C(C=C1)CNC(C1=C(C=CC=C1)OC)=O)C(=O)N